ClC=1C=CC(=C(C(=O)O)C1)NC1=C(C=NC2=CC=C(C=C12)Cl)C1=CCC(CC1)(F)F 5-chloro-2-[[6-chloro-3-(4,4-difluorocyclohexen-1-yl)-4-quinolinyl]amino]benzoic acid